[Si](C)(C)(C(C)(C)C)OCCCC1=CC(=NC=C1)C(C)C 4-(3-((tert-butyldimethylsilyl)oxy)propyl)-2-isopropylpyridin